C[C@@H]1CN(C[C@@H](O1)C)C(=O)C=1C2=C(N(N1)CC(=O)N1CCN(CC1)C1=C(C(=CC=C1)OC)F)CCC2 2-{3-[(2R,6S)-2,6-dimethylmorpholine-4-carbonyl]-5,6-dihydrocyclopenta[c]pyrazol-1(4H)-yl}-1-[4-(2-fluoro-3-methoxyphenyl)piperazin-1-yl]ethan-1-one